3-methyl-5-(5-(oxazol-2-yl)pyridin-3-yl)phenyl benzylcarbamate C(C1=CC=CC=C1)NC(OC1=CC(=CC(=C1)C=1C=NC=C(C1)C=1OC=CN1)C)=O